tert-butyl 1-(6-(2-hydroxy-4-(trifluoromethyl) phenyl)-5-methyl-1,2,4-triazin-3-yl)-1,6-diazaspiro[3.3]heptane-6-carboxylate OC1=C(C=CC(=C1)C(F)(F)F)C1=C(N=C(N=N1)N1CCC12CN(C2)C(=O)OC(C)(C)C)C